(2R,4R)-4-([1,1'-biphenyl]-3-ylmethyl)-2-(((S)-1-(((6-amino-2-methylpyridin-3-yl)methyl)amino)-1-oxopropan-2-yl)carbamoyl)pyrrolidine-1-carboxylic acid tert-butyl ester C(C)(C)(C)OC(=O)N1[C@H](C[C@H](C1)CC=1C=C(C=CC1)C1=CC=CC=C1)C(N[C@H](C(=O)NCC=1C(=NC(=CC1)N)C)C)=O